2-(2,2-difluoropentyloxy)-1-methoxy-4-nitrobenzene FC(COC1=C(C=CC(=C1)[N+](=O)[O-])OC)(CCC)F